2H-1,4-thiazin-3(4H)-one S1CC(NC=C1)=O